ClC=1C(=C(CNC(=O)C=2N=CN(C2)C2=NC(=NC=C2C)NC2CC(C2)(F)F)C=CC1)CO N-(3-chloro-2-(hydroxymethyl)benzyl)-1-(2-((3,3-difluorocyclobutyl)amino)-5-methyl-pyrimidin-4-yl)-1H-imidazole-4-carboxamide